methyl (S)-3-(5-(3,5-dimethyl-1H-pyrazol-1-yl)-2-fluorophenyl)-4-(6-((5,6,7,8-tetrahydro-1,8-naphthyridin-2-yl)methyl)-2,6-diazaspiro[3.4]octan-2-yl)butanoate CC1=NN(C(=C1)C)C=1C=CC(=C(C1)[C@H](CC(=O)OC)CN1CC2(C1)CN(CC2)CC2=NC=1NCCCC1C=C2)F